P(OC1=C(C=CC=C1C)C1=C(C=C(C=C1)C(C)(C)C)C(C)(C)C)(OC1=C(C=CC=C1C)C1=C(C=C(C=C1)C(C)(C)C)C(C)(C)C)OC bis(2,4-di-tert-butylphenyl-6-methylphenyl) methyl phosphite